2-[3-[2-(8-chloro-4-oxo-chromen-2-yl)-5-(trifluoromethyl)phenoxy]propylamino]ethanesulfonamide ClC=1C=CC=C2C(C=C(OC12)C1=C(OCCCNCCS(=O)(=O)N)C=C(C=C1)C(F)(F)F)=O